4-((5-(7,8-dimethyl-[1,2,4]triazolo[1,5-a]pyridin-6-yl)-6-isopropyl-4H-pyrrolo[3,2-d]thiazol-2-yl)methyl)piperazin-2-one CC1=C(C=2N(C=C1C1=C(C=3N=C(SC3N1)CN1CC(NCC1)=O)C(C)C)N=CN2)C